FC(C)(F)C1=CC=C(C(=N1)C)S(=O)(=O)Cl 6-(1,1-difluoroethyl)-2-methylpyridine-3-sulfonyl chloride